C(#N)C(CCC(=O)O)(C)SC(=S)SCC 4-Cyano-4-(((ethylthio)carbonothioyl)thio)pentanoic acid